cis-N-Ethyl-5-(4-methoxyphenyl)hexahydropyrrolo[3,4-c]pyrrole-2(1H)-carboxamide C(C)NC(=O)N1C[C@@H]2CN(C[C@@H]2C1)C1=CC=C(C=C1)OC